P(ON(C(C)(C)CCC#N)C(C)C)([O-])N (2-cyanoethyl-N,N-diisopropylamino) phosphoramidite